C(C1=CC=CC=C1)OC1=C(C=C(C(=C1)Br)F)C(CCC(=O)O)(C)C.N1N=CC2=CC=C(C=C12)C=1C(C=2C(=CN=C(C2)N[C@@H](C)C=2C=C(C(=O)N)C=CC2)OC1)=O (S)-3-(1-((3-(1H-indazol-6-yl)-4-oxo-4H-pyrano[2,3-c]pyridin-6-yl)amino)ethyl)benzamide 2-(2-benzyloxy-4-bromo-5-fluoro-phenyl)-2-methyl-propyl-acetate